ClC1=CC=C(COC2=NC=C(C(=C2)OCC2=CC=C(C=C2)OC)C=2N(C=C(C2)C(F)(F)F)C)C=C1 2-((4-chlorobenzyl)oxy)-4-((4-methoxybenzyl)oxy)-5-(1-methyl-4-(trifluoromethyl)-1H-pyrrol-2-yl)pyridine